O1C(=CC=C1)C(=O)[O-].[K+] potassium furancarboxylic acid salt